7-Bromo-8-methyl-5-(2-methylpyridin-3-yl)imidazo[1,2-a]quinoxalin-4(5H)-one BrC=1C=C2N(C(C=3N(C2=CC1C)C=CN3)=O)C=3C(=NC=CC3)C